N-[6-(4,4-difluoropiperidin-1-yl)-4-methylpyridin-2-yl]-4-{[1-(hydroxymethyl)cyclopropyl]amino}-2-{spiro[2.5]oct-5-en-6-yl}benzamide FC1(CCN(CC1)C1=CC(=CC(=N1)NC(C1=C(C=C(C=C1)NC1(CC1)CO)C1=CCC2(CC2)CC1)=O)C)F